C(C)(C)(C)OC(N[C@@H](CCCCCC(CC)=O)C=1N(C(=CN1)C=1C=C2C=CC(=NC2=CC1OC)C)COCC[Si](C)(C)C)=O (S)-tert-butyl(1-(5-(7-methoxy-2-methylquinolin-6-yl)-1-((2-(trimethylsilyl)ethoxy)methyl)-1H-imidazol-2-yl)-7-oxononyl)carbamate